(E)-4-bromo-2-butenoic acid methyl ester COC(\C=C\CBr)=O